CC(C)NCC(=O)N1CCC1 1-{[(propan-2-yl)amino]acetyl}azetidin